N-(4-methylphenyl)-2-((2-aminobenzyl)amino)acetamide CC1=CC=C(C=C1)NC(CNCC1=C(C=CC=C1)N)=O